2-Cyano(mesityl)-3-(3-(4-methyl-1H-imidazol-1-yl)propyl)guanidin C(#N)N=C(NC1=C(C=C(C=C1C)C)C)NCCCN1C=NC(=C1)C